N-(2-bis(carboxymethyl)aminoethyl)-N-(2-hydroxyethyl)glycin C(=O)(O)CN(CCN(CC(=O)O)CCO)CC(=O)O